3-(2-(2-methyl-1-(octanoyloxy)propoxy)-2,2-diphenylacetoxy)spiro[bicyclo[3.2.1]octane-8,1'-pyrrolidin]-8-ium formate C(=O)[O-].CC(C(OC(C(=O)OC1CC2CCC(C1)[N+]21CCCC1)(C1=CC=CC=C1)C1=CC=CC=C1)OC(CCCCCCC)=O)C